[Ta].[Cu].[Mg] magnesium-copper-tantalum